8-chloro-7-[(7-fluoro-2-methyl-1H-1,3-benzodiazol-6-yl)oxy]-2-[1-({5H,6H,8H-imidazo[4,3-c][1,4]oxazin-3-yl}methyl)-1H-pyrazol-4-yl]quinoxaline ClC=1C(=CC=C2N=CC(=NC12)C=1C=NN(C1)CC1=NC=C2COCCN21)OC=2C=CC1=C(NC(=N1)C)C2F